NC1=C(C=C(C=N1)NC(C(=O)N1[C@H](CC[C@@H](C1)C)C1=CC(=CC(=C1)C(F)(F)F)Cl)=O)C |r| Racemic-N-(6-amino-5-methyl-3-pyridyl)-2-[(2R,5S)-2-[3-chloro-5-(trifluoromethyl)phenyl]-5-methyl-1-piperidyl]-2-oxo-acetamide